COC=1C=C2C(NC(=NC2=CC1)CN1CC2=CC=CC(=C2CC1)C(F)(F)F)=O 6-methoxy-2-[[5-(trifluoromethyl)-3,4-dihydro-1H-isoquinolin-2-yl]methyl]-3H-quinazolin-4-one